C(C)(C)(C)OC(=O)NC[C@@H]1CC[C@H](CC1)C(=O)O trans-4-(t-butoxycarbonylaminomethyl)cyclohexylcarboxylic acid